N(CC=1OC2=C(C1)C=C(C=C2)CC(C(=O)O)C2CNCC2)(CC=2OC1=C(C2)C=C(C=C1)CC(C(=O)O)C1CNCC1)CC=1OC2=C(C1)C=C(C=C2)CC(C(=O)O)C2CNCC2 3,3',3''-((nitrilotris(methylene))tris(benzofuran-2,5-diyl))tris(2-(pyrrolidin-3-yl)propanoic acid)